butyl acetate (ButylAcetate) C(CCC)CC(=O)O.C(C)(=O)OCCCC